3-[7-cyano-6-(1-methylpyrazol-4-yl)-3,4-dihydro-2H-quinolin-1-yl]-N-methyl-1-(piperidin-4-yl)-4H,6H,7H-pyrazolo[4,3-c]pyridine-5-carboxamide C(#N)C1=C(C=C2CCCN(C2=C1)C1=NN(C2=C1CN(CC2)C(=O)NC)C2CCNCC2)C=2C=NN(C2)C